N[C@H]1CS(C2=C(N(C1=O)CC1=CC=C(C=C1)Cl)C=C(C(=C2)F)C=2N=NN(N2)CC(C)(C)O)(=O)=O (3R)-3-amino-5-[(4-chlorophenyl)methyl]-8-fluoro-7-[2-(2-hydroxy-2-methyl-propyl)tetrazol-5-yl]-1,1-dioxo-2,3-dihydro-1lambda6,5-benzothiazepin-4-one